BrC1=CC(=C(CN2C(C3=CC=CC(=C3C2=O)F)=O)C=C1)F 2-(4-bromo-2-fluoro-benzyl)-4-fluoroisoindoline-1,3-dione